7-(2,2,2-trifluoroethyl)-1,4-dioxaspiro[4.4]nonane FC(CC1CC2(OCCO2)CC1)(F)F